3-(Phenyloxypropylthiomethyl)-1H-1,2,4-triazole-5(4H)-thione C1(=CC=CC=C1)OCCCSCC1=NNC(N1)=S